2-(((1S)-1-(5-(2-(4-fluorophenyl)-3-phenylcyclopropyl)-1,2,4-oxadiazol-3-yl)ethyl)carbamoyl)-4-methoxypyridin-3-yl acetate C(C)(=O)OC=1C(=NC=CC1OC)C(N[C@@H](C)C1=NOC(=N1)C1C(C1C1=CC=CC=C1)C1=CC=C(C=C1)F)=O